7-bromo-3-(3,3-difluorobutyl)-5-(3-fluorophenyl)-8-methoxy-2,3,4,5-tetrahydrobenzo[b][1,4]thiazepine 1,1-dioxide BrC1=CC2=C(S(CC(CN2C2=CC(=CC=C2)F)CCC(C)(F)F)(=O)=O)C=C1OC